C(C)OC(CO[C@@H]1CN(CC1)C(=O)OC(C)(C)C)=O (S)-Tert-butyl 3-(2-ethoxy-2-oxoethoxy)pyrrolidine-1-carboxylate